Cl.Cl.N1(CCNCC1)CCOC=1C=CC=C2C=CC(=CC12)C=1SC=C(N1)CC(=O)NCC(=O)OCC1=CC=CC=C1 benzyl (2-(2-(8-(2-(piperazin-1-yl)ethoxy)naphthalen-2-yl)thiazol-4-yl)acetyl)glycinate dihydrochloride